ClC1=C2C(=CN=C1)N(N=C2NC(CC)=O)CC2=CC=C(C=C2)C(F)(F)F N-(4-chloro-1-(4-(trifluoromethyl)benzyl)-1H-pyrazolo[3,4-c]pyridin-3-yl)propionamide